(2-cyclopropylphenyl)-3-methyl-2,3-dihydrospiro[indene-1,3'-pyrrolidin]-3-ol C1(CC1)C1=C(C=CC=C1)N1CC2(CC1)CC(C1=CC=CC=C12)(O)C